N,N,3-trimethylazetidine-1-carboxamide CN(C(=O)N1CC(C1)C)C